CN1CCN(CCC1)CCC(=O)C1=CC=CC=C1 3-(4-Methyl-1,4-diazepan-1-yl)-1-phenylpropan-1-one